4-bromo-2-iodo-1-(2,2,2-trifluoroethyl)-1H-indole BrC1=C2C=C(N(C2=CC=C1)CC(F)(F)F)I